C[C@@H]1CN(CCC1)CC=1NC=2C(N(C=C(C2C1)C1CC1)C1=NC(=CC(=C1)C1=C(C(=O)N)C=C(C=C1)F)C1CC1)=O 2-[2-(2-{[(s)-3-methyl-1-piperidyl]methyl}-4-cyclopropyl-7-oxo-1,6-dihydro-1,6-diaza-6-indenyl)-6-cyclopropyl-4-pyridyl]-5-fluorobenzamide